NC1=C(C=C(C=N1)S(=O)(=O)NC1(CC1)C)Br 6-amino-5-bromo-N-(1-methylcyclopropyl)pyridine-3-sulfonamide